OCCS(=O)(=O)C1=CC=C(C=C1)C1=CC=C(C=C1)CN1C=CC2=CC(=CC=C12)N1N=C(C=C1C)C(=O)N 1-(1-((4'-((2-Hydroxyethyl)sulfonyl)-[1,1'-biphenyl]-4-yl)methyl)-1H-indol-5-yl)-5-methyl-1H-pyrazol-3-carboxamid